5-[4-amino-5-(trifluoromethyl)pyrrolo[2,1-f][1,2,4]triazin-7-yl]-N-[(3R,4S)-1-(4-chloropyridine-2-carbonyl)-4-fluoropyrrolidin-3-yl]-2-methylbenzamide NC1=NC=NN2C1=C(C=C2C=2C=CC(=C(C(=O)N[C@@H]1CN(C[C@@H]1F)C(=O)C1=NC=CC(=C1)Cl)C2)C)C(F)(F)F